2-(2-fluoro-5-methylphenyl)benzo[d]imidazo[2,1-b]thiazole-7-carboxylic acid ethyl ester C(C)OC(=O)C1=CC2=C(N3C(S2)=NC(=C3)C3=C(C=CC(=C3)C)F)C=C1